FC=1C=C(C=C(C1)C=O)CC#N 2-(3-Fluoro-5-formylphenyl)acetonitrile